C(C)(C)(C)OC(=O)NCC1=C(C=CC(=C1)N)N N-(tert-butoxycarbonyl)-2,5-diaminobenzylamine